(1-vinyl-3-imidazolyl) propanesulfonate C(CC)S(=O)(=O)ON1CN(C=C1)C=C